1-(4-((6-amino-9H-purin-9-yl)methyl)-6-(2,4,5-trifluorophenyl)pyridin-3-yl)-3-(pyridin-2-yl)piperidin-3-ol NC1=C2N=CN(C2=NC=N1)CC1=C(C=NC(=C1)C1=C(C=C(C(=C1)F)F)F)N1CC(CCC1)(O)C1=NC=CC=C1